6-isopropoxy-indazole-5-carboxylate C(C)(C)OC1=C(C=C2C=NNC2=C1)C(=O)[O-]